R-L-rhamnose O=C[C@H](O)[C@H](O)[C@@H](O)[C@@H](O)C